FC(C=1C=CC=2N(N1)C(=CN2)C2=NC=NC(=C2)N2C(C(CC(C2)C)CS(=O)(=O)C)C)F 6-(Difluoromethyl)-3-[6-[2,5-dimethyl-3-(methylsulfonylmethyl)-1-piperidinyl]pyrimidin-4-yl]imidazo[1,2-b]pyridazine